8-bromo-2,3,4,5-tetrahydro-1H-pyrrolo[1,2-a][1,4]diazepin-1-one BrC=1C=C2N(CCCNC2=O)C1